(5S)-5-[(2,2-dimethylpyrrolidin-1-yl)carbonyl]-1-{3-fluoro-4-[5-(trifluoromethyl)-1,2,4-oxadiazol-3-yl]phenyl}pyrrolidin-2-one CC1(N(CCC1)C(=O)[C@@H]1CCC(N1C1=CC(=C(C=C1)C1=NOC(=N1)C(F)(F)F)F)=O)C